(2-(trifluoromethoxy)-benzyl)-amine FC(OC1=C(CN)C=CC=C1)(F)F